tert-butyl 3-(2-(3-((R)-1-(((S)-tert-butylsulfinyl)amino)ethyl)-2-fluorophenyl)-2,2-difluoroethyl)azetidine-1-carboxylate C(C)(C)(C)[S@](=O)N[C@H](C)C=1C(=C(C=CC1)C(CC1CN(C1)C(=O)OC(C)(C)C)(F)F)F